F[C@@H]1[C@@]2(C1)CN(C(C1=CC=C(C=C12)C(F)(F)F)=O)CC(=O)N 2-[(2's,4r)-2'-fluoro-1-oxo-6-(trifluoromethyl)spiro[3H-isoquinoline-4,1'-cyclopropane]-2-yl]Acetamide